β-D-mannosamine O[C@H]1[C@@H](N)[C@@H](O)[C@H](O)[C@H](O1)CO